NC=1C(=NC=CC1OC(C)C)C(C)C (S)-2-((3-Amino-2-Isopropylpyridin-4-Yl)Oxy)Propan